3-(4-trifluoromethylphenyl)-5-chloropyrido[3,4-b]pyrazine FC(C1=CC=C(C=C1)C1=CN=C2C(=N1)C(=NC=C2)Cl)(F)F